1,2-dibromo-1,1,2,2-tetrafluoro-ethane BrC(C(F)(F)Br)(F)F